N[C@@H](CC(N)=O)C(=O)N[C@H](C)C(=O)[NH-] L-asparaginyl-D-alanyl-amide